O1C(=CC=C1)C1=C(C(=O)O)C=CC=C1 furan-2-yl-benzoic acid